O1C=2N(CC1)C=C(N2)C=2C=C(C=CC2NC2=NC=C(C=C2)C(F)(F)F)S(=O)(=O)N(C)CC2=CC=C(C=C2)OC 3-(2,3-dihydroimidazo[2,1-b]oxazol-6-yl)-N-(4-methoxybenzyl)-N-methyl-4-((5-(trifluoromethyl)pyridin-2-yl)amino)benzenesulfonamide